ClC=1C(=CC=C2N=CC(=NC12)C=1C=NN(C1)C1CN(C1)C1=NC=CC=C1)OC1=CC2=C(N=C(N2)C)C=C1 8-Chloro-7-[(2-methyl-3H-benzimidazol-5-yl)oxy]-2-[1-[1-(2-pyridyl)azetidin-3-yl]pyrazol-4-yl]quinoxaline